N-[2-[4-(4-cyclopropyl-1-piperazinyl)-1-piperidinyl]-5-[[6-[(3R)-3-(3,5-difluorophenyl)-2-isoxazolidinyl]-4-pyrimidinyl]amino]-4-methoxyphenyl]-2-propenamide C1(CC1)N1CCN(CC1)C1CCN(CC1)C1=C(C=C(C(=C1)OC)NC1=NC=NC(=C1)N1OCC[C@@H]1C1=CC(=CC(=C1)F)F)NC(C=C)=O